ClC1=CC=C(C=C1)/C=C/C(=O)C=1C(N(C(N(C1O)C)=C)C)=O 5-[(2E)-3-(4-chlorophenyl)prop-2-enoyl]-6-hydroxy-1,3-dimethyl-2-methylidene-1,2,3,4-tetrahydropyrimidin-4-one